(1-butoxyethenyl)tributylstannane C(CCC)OC(=C)[Sn](CCCC)(CCCC)CCCC